(trimethylsilyl)picolinamide C[Si](C)(C)C=1C(=NC=CC1)C(=O)N